1,1-dioxo-3,3-dibutyl-5-phenyl-7-bromo-8-methoxy-2,3,4,5-tetrahydro-1,2,5-benzothiadiazepine O=S1(NC(CN(C2=C1C=C(C(=C2)Br)OC)C2=CC=CC=C2)(CCCC)CCCC)=O